C(C)(C)C1=C(C(=CC=C1)C(C)C)N1CN(C(=C1C)C)CC1=C(C=C(C=C1C)C)C 1-(2,6-diisopropylphenyl)-4,5-dimethyl-3-(2,4,6-trimethylbenzyl)-1H-imidazol